FC1=C(C(=CC=C1)F)N1N=CC(=N1)C(=O)OC methyl 2-(2,6-difluorophenyl)-2H-1,2,3-triazole-4-carboxylate